C1(=CC=CC=C1)N1C(=CC=C1)P(C(C)(C)C)C(C)(C)C N-phenyl-2-(di-t-butylphosphino)pyrrole